C(=C)C1NC(C2=CC=CC=C12)=O E-3-vinyl-isoindolinone